(R)-4-(4-(1-(difluoromethyl)-1H-pyrazol-3-yl)-7-(1H-pyrazol-5-yl)imidazo[1,5-b]pyridazin-2-yl)-3-methylmorpholine FC(N1N=C(C=C1)C=1C=2N(N=C(C1)N1[C@@H](COCC1)C)C(=NC2)C2=CC=NN2)F